FC=1C=C(C=CC1)C1=C(NC2=NC=CC=C21)CO 3-(3-FLUOROPHENYL)-2-(HYDROXYMETHYL)-1H-PYRROLO[2,3-B]PYRIDIN